CC1(C(C1)C[C@@H]1C([C@]2(C[C@H]2C1)C)(C)C)CO (1-methyl-2-(((1S,3R,5R)-1,2,2-trimethylbicyclo[3.1.0]hexan-3-yl)methyl)-cyclopropyl)methanol